hydroxyl-phosphorus O[P]